4-(2-((6S,9R,11R)-6-((S)-sec-butyl)-9-isopropyl-2,3,3,8-tetramethyl-4,7,13-trioxo-12-oxa-2,5,8-triazatetradecan-11-yl)thiazole-4-carboxamido)-2-methylpentanoic acid [C@H](C)(CC)[C@H](NC(C(N(C)C)(C)C)=O)C(N([C@H](C[C@@H](OC(C)=O)C=1SC=C(N1)C(=O)NC(CC(C(=O)O)C)C)C(C)C)C)=O